S1C2=C(C=C1)C=C(C=C2)[C@@H](C=2N=NN(C2)C2CCN(CC2)C(C)(C)C)NC=2C=C1C(=C(C=NC1=C(C2)Cl)C#N)NC2=CC(=C(C=C2)F)Cl (S)-6-((benzo[b]thiophen-5-yl(1-(1-(tert-butyl)piperidin-4-yl)-1H-1,2,3-triazol-4-yl)methyl)amino)-8-chloro-4-((3-chloro-4-fluorophenyl)amino)quinoline-3-carbonitrile